C(C)(C)(C)[Si](OC[C@]1(C[C@H](N(C1)C(=O)OC(C)(C)C)C(=O)OCC1=CC=CC=C1)F)(C)C (2S,4R)-2-benzyl 1-tert-butyl 4-(((tertbutyldimethylsilyl)oxy)methyl)-4-fluoropyrrolidine-1,2-dicarboxylate